5-(1-methylcyclopropoxy)-3-[2-[6-(4-piperidinylmethyl)-2,6-diazaspiro[3.3]hept-2-yl]-4-pyridinyl]-1H-indazole CC1(CC1)OC=1C=C2C(=NNC2=CC1)C1=CC(=NC=C1)N1CC2(C1)CN(C2)CC2CCNCC2